FC1=CC=C(C=C1)NCC(CCCC)N N1-(4-fluorophenyl)hexan-1,2-diamine